CC1=C(C=CC(=C1)C)C=1C=CC=2N(C1)C(NN2)=O 6-(2,4-dimethylphenyl)-[1,2,4]triazolo[4,3-a]pyridin-3(2H)-one